N1(CCC1)C1=NC2=CC(=C(C=C2C(=N1)NC1CCS(CC1)(=O)=O)OC)C#CCN1CCCC1 4-((2-(azetidin-1-yl)-6-methoxy-7-(3-(pyrrolidin-1-yl)prop-1-yn-1-yl)quinazolin-4-yl)amino)tetrahydro-2H-thiopyran 1,1-dioxide